C(C)(=O)N1C(C2=CC=C(C=C2C1)S(NC1CC1)(=O)=O)C(=O)O 2-Acetyl-5-(cyclopropylsulfamoyl)-2,3-dihydro-1H-isoindole-1-carboxylic Acid